C1=CC=CC=2C3=CC=CC=C3C(C12)=NC(COCC#N)C1CCC1 (2-((9H-fluoren-9-ylidene)amino)-2-cyclobutylethoxy)acetonitrile